N,N-diisopropyl-2-benzothiazolsulfenamide C(C)(C)N(SC=1SC2=C(N1)C=CC=C2)C(C)C